N-ethyl-p-menthan-3-carboxamide C(C)NC(=O)C1CC(CCC1C(C)C)C